OCCN1N=CC(=C1)NC1=NC=CC=N1 2-((1-(2-Hydroxyethyl)-1H-pyrazol-4-yl)amino)pyrimidin